C(#N)C(C(=O)O)=CC=1SC(=CC1)C=1C=CC=2N(C3=CC=CC=C3C2C1)C1=CC=CC=C1 2-cyano-3-(5-(9-phenyl-9H-carbazole-3-yl)thiophene-2-yl)acrylic acid